C(C)(C)(C)OC(=O)N1C[C@H]2C([C@H]2C1)C(NC(C)(C)C)=O (1R,5S,6r)-6-[(tert-butyl)carbamoyl]-3-azabicyclo[3.1.0]Hexane-3-carboxylic acid tert-butyl ester